3-(2-amino-[1,2,4]triazolo[1,5-a]pyridin-7-yl)-2-fluoro-N-(1-fluoro-4-(4-fluorophenyl)-4-hydroxybutan-2-yl)-6-methylbenzamide NC1=NN2C(C=C(C=C2)C=2C(=C(C(=O)NC(CF)CC(O)C3=CC=C(C=C3)F)C(=CC2)C)F)=N1